1-methyl-4-[3-({1-methyl-4-[1-(2,2,2-trifluoroethyl)imidazole-2-amido]pyrrol-2-yl}formamido)propanamido]imidazole-2-carboxylic acid CN1C(=NC(=C1)NC(CCNC(=O)C=1N(C=C(C1)NC(=O)C=1N(C=CN1)CC(F)(F)F)C)=O)C(=O)O